[V].[Ti] Titanium-vanadium